1-isopropyl-4-(2-methoxy-5-(4,4,5,5-tetramethyl-1,3,2-dioxaborolan-2-yl)pyridin-3-yl)piperazine C(C)(C)N1CCN(CC1)C=1C(=NC=C(C1)B1OC(C(O1)(C)C)(C)C)OC